N,N-Diethyl-1-phenothiazin-10-ylpropan-2-amine C(C)N(C(CN1C2=CC=CC=C2SC=2C=CC=CC12)C)CC